C(C)(C)(CC)OOC(CCCCCC(C)(C)C)=O tertiary amylperoxyneodecanoate